(cis)-3-{[2-amino-4-bromo-6-(trifluoromethyl)phenyl]amino}-1-methylcyclobutan-1-ol NC1=C(C(=CC(=C1)Br)C(F)(F)F)NC1CC(C1)(O)C